FC(C(=O)O)(F)F.FC(C(=O)O)(F)F.C(C1=CN=CC=C1)(=O)N nicotinamide ditrifluoroacetate